C(C)(C)(C)OO tert.butylhydroperoxide